1-(Boc)pyrrole-3-carboxylic acid C(=O)(OC(C)(C)C)N1C=C(C=C1)C(=O)O